3-(3-(4-([1,2,4]triazolo[1,5-a]pyridin-6-ylmethyl)benzyl)isoxazol-5-yl)pyridin-2-amine N=1C=NN2C1C=CC(=C2)CC2=CC=C(CC1=NOC(=C1)C=1C(=NC=CC1)N)C=C2